ClC=1C=NN(C1C1=NN2C(N(CCC2)[C@H](C)C2=CC(=C(C=C2)C=2N(C=C(N2)C(F)(F)F)CC)OC)=N1)C(C)C (R)-2-(4-chloro-1-isopropyl-1H-pyrazol-5-yl)-4-(1-(4-(1-ethyl-4-(trifluoromethyl)-1H-imidazol-2-yl)-3-methoxyphenyl)ethyl)-6,7-dihydro-[1,2,4]triazolo[1,5-a]pyrimidin